CC(C)(C)OC(=O)N[C@H]1CCNC[C@H]1F tert-butyl N-[(3R,4S)-3-fluoropiperidin-4-yl]carbamate